(R)-2-((4-(3-(4-Cyano-2-fluorophenyl)-2,3-dihydrobenzo[b][1,4]dioxin-5-yl)piperidin-1-yl)methyl)-4-(2-fluoroethoxy)-1-methyl-1H-benzo[d]imidazole C(#N)C1=CC(=C(C=C1)[C@H]1OC2=C(OC1)C=CC=C2C2CCN(CC2)CC2=NC1=C(N2C)C=CC=C1OCCF)F